C(C)(=O)OC1=C(C(=CC(=C1)C(NCCNS(=O)(=O)C1=CN(C(=C1)C(NC1=CC(=C(C=C1)F)C#N)=O)C)=O)OC(C)=O)OC(C)=O [2,3-diacetoxy-5-[2-[[5-[(3-cyano-4-fluoro-phenyl)carbamoyl]-1-methyl-pyrrol-3-yl]sulfonylamino]ethylcarbamoyl]phenyl] acetate